(S)-N-(1-(p-tolyl)ethyl)-2-(1,3,7-trimethyl-4-oxo-1,4-dihydro-5H-pyrazolo[3,4-d]pyridazin-5-yl)acetamide monoglyceryl-isostearate C(C(O)CO)OC(CCCCCCCCCCCCCCC(C)C)=O.C1(=CC=C(C=C1)[C@H](C)NC(CN1N=C(C2=C(C1=O)C(=NN2C)C)C)=O)C